C(C)(C)N1N=C(C=2C=NC(=CC21)N)N2CCNCC2 1-isopropyl-3-(piperazin-1-yl)-1H-pyrazolo[4,3-c]pyridin-6-amine